CC1=CC=C(O1)C=1N2N=C(N=C2C=2CC(NC2N1)=O)C(C)C 7-(5-methylfuran-2-yl)-4-propan-2-yl-3,5,6,8,10-pentazatricyclo[7.3.0.02,6]dodeca-1(9),2,4,7-tetraen-11-one